[2-[5-(2-aminoethyl)pyrimidin-2-yl]-5-fluorophenyl]-(1-propan-2-ylpyrazol-4-yl)methanone NCCC=1C=NC(=NC1)C1=C(C=C(C=C1)F)C(=O)C=1C=NN(C1)C(C)C